4-(pentafluorosulfanyl)-4'-chloro-1,1'-biphenyl FS(C1=CC=C(C=C1)C1=CC=C(C=C1)Cl)(F)(F)(F)F